ClC=1CN(C(=CC1OCC1=NC=CC=C1F)C)C1=CC(=NC=C1C)N1CC(=CC=C1)C(C)(C)O 3''-chloro-4''-((3-fluoropyridine-2-yl)methoxy)-3-(2-hydroxypropane-2-yl)-5',6''-dimethyl-2H,2''H-[1,2':4',1''-terpyridine]